(3R,4R)-4-({7-bromopyrrolo[2,1-f][1,2,4]triazin-2-yl}amino)piperidin-3-ol bis-(2-ethylhexyl)-(n-octyl)-phosphonate C(C)C(CC(CCCCCCCP(O)(O)=O)CC(CCCC)CC)CCCC.BrC1=CC=C2C=NC(=NN21)N[C@H]2[C@@H](CNCC2)O